benzyl 4-(4-(2,6-bis(benzyloxy)pyridin-3-yl)phenoxy)piperidine-1-carboxylate C(C1=CC=CC=C1)OC1=NC(=CC=C1C1=CC=C(OC2CCN(CC2)C(=O)OCC2=CC=CC=C2)C=C1)OCC1=CC=CC=C1